CC(=CCCC1=CSC=C1)C 3-(4-Methyl-3-pentenyl)thiophene